Deoxypseudouridine 5'-Triphosphate P(O)(=O)(OP(=O)(O)OP(=O)(O)O)OC[C@@H]1[C@H](C[C@@H](O1)C1=CNC(=O)NC1=O)O